C(#N)C1=C2C[C@H](CNC2=CC=C1)[C@@H](C1=CC=CC=C1)NCCC1=CC(=C(C=C1)[C@H](C(=O)O)C)OC |o1:28| (R or S)-2-(4-(2-(((S)-((R)-5-cyano-1,2,3,4-tetrahydroquinolin-3-yl)(phenyl)methyl)amino)ethyl)-2-methoxyphenyl)propanoic acid